OC(=O)C(F)(F)F.FC=1C(=CC=2C(=NN(N2)C)C1)NC(=O)N1CCC=2C1=NC=CC2N2C[C@H](NCC2)C (R)-N-(6-fluoro-2-methyl-2H-benzo[d][1,2,3]triazol-5-yl)-4-(3-methylpiperazin-1-yl)-2,3-dihydro-1H-pyrrolo[2,3-b]pyridine-1-carboxamide TFA salt